(N-[4-Amino-5-[4-(difluoromethoxy)benzoyl]thiazol-2-yl]-3,4-difluoroanilino)propanamid NC=1N=C(SC1C(C1=CC=C(C=C1)OC(F)F)=O)N(C1=CC(=C(C=C1)F)F)C(C(=O)N)C